5-(2-(2,5-difluorophenyl)pyrrolidin-1-yl)-3-(2-(pyridin-2-yl)vinyl)-1H-indazole FC1=C(C=C(C=C1)F)C1N(CCC1)C=1C=C2C(=NNC2=CC1)C=CC1=NC=CC=C1